N(=[N+]=[N-])CC=1C=C2C(=NC1)C=C(N2C(=O)OC(C)(C)C)CN(CC2CCC2)C(=O)OC(C)(C)C tert-butyl 6-(azidomethyl)-2-[[tert-butoxycarbonyl(cyclobutylmethyl)amino]methyl]pyrrolo[3,2-b]pyridine-1-carboxylate